C(C=C)NC(=N)NC(=N)N 1-allyl-biguanide